The molecule is an organophosphate oxoanion that is the conjugate base of N-monoacetylchitobiose-6-phosphate, obtained by deprotonation of the phosphate OH groups and protonation of the free amino group; major species at pH 7.3. It is a conjugate base of a N'-monoacetylchitobiose-6'-phosphate. CC(=O)N[C@@H]1[C@H]([C@@H]([C@H](O[C@H]1O[C@@H]2[C@H](OC([C@@H]([C@H]2O)[NH3+])O)CO)COP(=O)([O-])[O-])O)O